2-(azetidin-1-yl)-5-bromo-3-fluoropyridine N1(CCC1)C1=NC=C(C=C1F)Br